2-oxoethyl 6-aminohexanoate hydrochloride Cl.NCCCCCC(=O)OCC=O